tert-butyl N-[3-[(2-fluoro-5-nitro-phenyl)sulfonylamino]propyl]carbamate FC1=C(C=C(C=C1)[N+](=O)[O-])S(=O)(=O)NCCCNC(OC(C)(C)C)=O